6-((cis)-2,6-dimethylmorpholino)-4-fluoropyridin C[C@@H]1O[C@@H](CN(C1)C1=CC(=CC=N1)F)C